C1=CC=CC=2C3=CC=CC=C3N(C12)C1=C(C(=C(C(=C1N1C2=CC=CC=C2C=2C=CC=CC12)C#N)N1C2=CC=CC=C2C=2C=CC=CC12)N1C2=CC=CC=C2C=2C=CC=CC12)C#N 2,3,5,6-tetra(carbazole-9-yl)-1,4-dicyanobenzene